1-(4-(1H-pyrazol-1-yl)benzyl)-4-(vinylsulfonyl)piperazine N1(N=CC=C1)C1=CC=C(CN2CCN(CC2)S(=O)(=O)C=C)C=C1